ClC1=C2C=C(C(NC2=CC=C1)=O)OC(=O)C1=CC(=NN1)CCC1=CC=C(C=C1)Cl 3-(4-chlorophenyl-ethyl)-1H-pyrazole-5-carboxylic acid 5-chloro-2-oxo-1,2-dihydroquinolin-3-yl ester